[K].CC(C)C1=C(C=C(C=C1)C)O 2-(1-methylethyl)-5-methylphenol, potassium salt